2-(benzo[d][1,3]dioxol-5-yl)-N-(2-((2-((cyanomethyl)amino)-2-oxoethyl)amino)-2-oxoethyl)-N-(1-(1-(naphthalen-1-yl)ethyl)piperidin-4-yl)acetamide O1COC2=C1C=CC(=C2)CC(=O)N(C2CCN(CC2)C(C)C2=CC=CC1=CC=CC=C21)CC(=O)NCC(=O)NCC#N